(S)-4-((1-(4-chloro-1-oxo-2-phenyl-8-(thien-2-ylethynyl)-1,2-dihydroisoquinolin-3-yl)ethyl)amino)-8-(4-methoxybenzyl)pyrido[2,3-d]pyrimidin-5(8H)-one ClC1=C(N(C(C2=C(C=CC=C12)C#CC=1SC=CC1)=O)C1=CC=CC=C1)[C@H](C)NC=1C2=C(N=CN1)N(C=CC2=O)CC2=CC=C(C=C2)OC